N1=CC=CC2=CC=CC(=C12)NC(C=1C(=CC=CC1[2H])[2H])=O N-(quinolin-8-yl)benzamide-2,6-d2